FC=1C=C(C(=O)NC2CCC(CC2)NC2=CC(=NC3=CC=CC=C23)C(F)(F)F)C=C(C1F)F 3,4,5-trifluoro-N-[(1s,4s)-4-{[2-(trifluoromethyl)quinolin-4-yl]amino}cyclohexyl]benzamide